N,N-dimethyl-2-amino-4-methylbenzaldehyde CN(C1=C(C=O)C=CC(=C1)C)C